2,2'-azino-bis(3-ethylbenzthiazoline-6-sulfonic acid) diammonium salt [NH4+].[NH4+].N(N=C1SC2=C(N1CC)C=CC(=C2)S(=O)(=O)[O-])=C2SC1=C(N2CC)C=CC(=C1)S(=O)(=O)[O-]